N-(1-(acetylcarbamoyl)-2-(4-chlorophenyl)cyclopropyl)-3-bromo-1-(3-chloropyridin-2-yl)-1H-pyrazole-5-carboxamide C(C)(=O)NC(=O)C1(C(C1)C1=CC=C(C=C1)Cl)NC(=O)C1=CC(=NN1C1=NC=CC=C1Cl)Br